ClC1=CC(=CC(=N1)C1=CC(=NC=C1)C=1NC=CN1)[C@H]1OCCN([C@@H]1C)C(C=C)=O 1-((2R,3R)-2-(6-chloro-2'-(1H-imidazol-2-yl)-[2,4'-bipyridin]-4-yl)-3-methylmorpholino)prop-2-en-1-one